Cl.C1C(CC2=CC=CC=C12)N1N=CC(=C1)CN (1-(2,3-dihydro-1H-inden-2-yl)-1H-pyrazol-4-yl)methylamine hydrochloride